tert-butyl 4-(3-methoxy-6-oxo-5-((3-(trifluoromethyl)pyrazin-2-yl)methyl)-5,6-dihydropyrido[2,3-b]pyrazin-7-yl)piperidine-1-carboxylate COC1=CN=C2C(=N1)N(C(C(=C2)C2CCN(CC2)C(=O)OC(C)(C)C)=O)CC2=NC=CN=C2C(F)(F)F